carboxyethylchromium C(=O)(O)CC[Cr]